7-bromo-5-fluoro-N-(8-fluoro-2-methyl-imidazo[1,2-a]pyridine-6-yl)-2-methoxy-quinazolin-4-amine BrC1=CC(=C2C(=NC(=NC2=C1)OC)NC=1C=C(C=2N(C1)C=C(N2)C)F)F